CN(C)CNC1=C(C(=O)OC)C=CC=C1OC methyl (E)-2-((dimethylamino) methylamino)-3-methoxybenzoate